FC1(CN(C[C@H]1C)C=1C=2N(N=C(C1)C=1C(NC(NC1)=O)=O)C=CN2)F (R)-5-(8-(3,3-difluoro-4-methylpyrrolidin-1-yl)imidazo[1,2-b]pyridazin-6-yl)pyrimidine-2,4(1H,3H)-dione